C(C)(C)(C)C1=NN=C(O1)C=1C(=CC2=C(N(C([C@H](CS2)NC(OC(C)(C)C)=O)=O)CC2=CC=C(C=C2)Cl)C1)Cl tert-butyl N-[(3R)-7-(5-tert-butyl-1,3,4-oxadiazol-2-yl)-8-chloro-5-[(4-chlorophenyl)methyl]-4-oxo-2,3-dihydro-1,5-benzothiazepin-3-yl]carbamate